8-bromo-2-(4-fluorophenyl)-3,6-dimethylquinazolin-4(3H)-one BrC=1C=C(C=C2C(N(C(=NC12)C1=CC=C(C=C1)F)C)=O)C